methyl-trans-4-((5-fluoro-4-(3-(2-methoxypyridin-3-yl)phenyl)pyrimidin-2-yl)amino)cyclohexane-1-carboxylate COC(=O)[C@@H]1CC[C@H](CC1)NC1=NC=C(C(=N1)C1=CC(=CC=C1)C=1C(=NC=CC1)OC)F